2-((tert-butoxycarbonyl)amino)-3-methylbutanethioate C(C)(C)(C)OC(=O)NC(C([O-])=S)C(C)C